CS(=O)(=O)OC1C[C@@H]2[C@@H](CN(C2)C(=O)OC(C)(C)C)C1 tert-butyl (3aR,5r,6aS)-5-((methylsulfonyl)oxy)hexahydrocyclopenta[c]pyrrole-2(1H)-carboxylate